C1(CC1)N(C1=C(C(=NC=N1)NCC1C(CN(CC1)CC(=O)N)O)F)CC=1C=NC(=NC1)C(F)(F)F 2-(4-(((6-(cyclopropyl((2-(trifluoromethyl)pyrimidin-5-yl)methyl)amino)-5-fluoropyrimidin-4-yl)amino)methyl)-3-hydroxypiperidin-1-yl)acetamide